CC=1C2=C(OCC1)C=1C=CC=CC1C1=C2C(C2=C3C(=CC=C21)OC2=C3C=CC=C2)O methyl-16-hydroxy-3,16-dihydrobenzofuro[2'',3'':6',7']indeno[3',2':4,3]naphtho[1,2-b]pyran